C(CCC)[Sn](CCCC)CCCC trans-(tributyltin)